FC(C1=CC(=NN1CC1(CC1)C(=O)O)C1=NC(=NO1)C1(CC1)C1=C(C=CC=C1)C)F 1-((5-(difluoromethyl)-3-(3-(1-(o-tolyl)cyclopropyl)-1,2,4-oxadiazol-5-yl)-1H-pyrazol-1-yl)methyl)cyclopropane-1-carboxylic acid